OCC1=CC=C(C=N1)C1=CN(C2=NC=C(C=C21)C2=CC=C(CN1CC(CCC1)O)C=C2)S(=O)(=O)C2=CC=C(C)C=C2 1-(4-(3-(6-(hydroxymethyl)pyridin-3-yl)-1-tosyl-1H-pyrrolo[2,3-b]pyridin-5-yl)benzyl)piperidin-3-ol